ClC1=CC=C(OC2=CC=C(C(=O)NC(C(=O)OCC)\C=C\C(C)(C)C)C=C2)C=C1 ethyl (E)-2-[p-(p-chlorophenoxy)benzoylamino]-5,5-dimethyl-3-hexenoate